(2R,4R)-6-chloro-N-{(1R,3r,5S)-8-[3-(4-chlorophenoxy)propyl]-8-azabicyclo[3.2.1]octan-3-yl}-4-hydroxy-3,4-dihydro-2H-1-benzopyran-2-carboxamide ClC=1C=CC2=C([C@@H](C[C@@H](O2)C(=O)NC2C[C@H]3CC[C@@H](C2)N3CCCOC3=CC=C(C=C3)Cl)O)C1